N-methyl-5-(4-((2-(sulfamoylamino)pyridin-4-yl)methyl)piperazin-1-yl)-6-(trifluoromethyl)picolinamide CNC(C1=NC(=C(C=C1)N1CCN(CC1)CC1=CC(=NC=C1)NS(N)(=O)=O)C(F)(F)F)=O